C(CC)C1=CC=C(C(=O)NC=2C=C3C(=CNC3=CC2)C2=CCN3CCCC3C2)C=C1 5-(4-propylbenzoyl)amino-3-(1,2,3,4,5,8-hexahydroindolizin-7-yl)-1H-indole